Tributylstannyliodomethane C(CCC)[Sn](CCCC)(CCCC)CI